C(C)(C)OC1=C(C=C(C(=N1)N1CCC(CC1)C)NC(C=C)=O)NC1=NC=CC(=N1)C1=CN(C2=CC=CC=C12)C N-(6-isopropoxy-5-((4-(1-methyl-1H-indol-3-yl)pyrimidin-2-yl)amino)-2-(4-methylpiperidin-1-yl)pyridin-3-yl)acrylamide